The molecule is an enamide obtained by formal condensation of the carboxy group of (2E,4E)-hexa-2,4-dienoic acid with the secondary amino group of (2S,5R)-1,2,5-trimethylpiperazine. It has a role as an Aspergillus metabolite. It is a N-acylpiperazine, a N-alkylpiperazine, an enamide, an alkaloid and a tertiary carboxamide. It derives from a (2E,4E)-hexa-2,4-dienoic acid. C/C=C/C=C/C(=O)N1C[C@@H](N(C[C@H]1C)C)C